ClC1=CC(NC2=CC=C3C(=C12)C(=C(N3CC(F)(F)F)CC)C)=O 9-Chloro-2-Ethyl-1-Methyl-3-(2,2,2-Trifluoroethyl)-3H-Pyrrolo-[3,2-f]Quinolin-7(6H)-One